N-((3S,4R)-4-((6-(2,6-dichloro-3,5-dimethoxyphenyl)-8-((tetrahydrofuran-3-yl)amino)pyrido[3,4-d]pyrimidin-2-yl)amino)-1-(1-methyl-1H-pyrazol-4-yl)pyrrolidin-3-yl)acrylamide ClC1=C(C(=C(C=C1OC)OC)Cl)C1=CC2=C(N=C(N=C2)N[C@H]2[C@H](CN(C2)C=2C=NN(C2)C)NC(C=C)=O)C(=N1)NC1COCC1